C(C)OC(C[C@@H]1CN(CCC1)C=1C(=NC(=CC1)C=1N=NN(C1COC1=NC=CC(=N1)C1CCC1)C)CC)=O (R)-2-(1-(6-(5-(((4-cyclobutylpyrimidin-2-yl)oxy)methyl)-1-methyl-1H-1,2,3-triazol-4-yl)-2-ethylpyridin-3-yl)piperidin-3-yl)acetic acid ethyl ester